methyl 4-[3-(2-ethyl-6-methylanilino)imidazo[1,2-a]pyrazin-2-yl]benzoate C(C)C1=C(NC2=C(N=C3N2C=CN=C3)C3=CC=C(C(=O)OC)C=C3)C(=CC=C1)C